ethyl 3-chloro-5-methyl-6-oxopyrido[3,2-c]pyridazine-7-carboxylate ClC1=CC2=C(N=N1)C=C(C(N2C)=O)C(=O)OCC